Cl.N[C@H](C(=O)OCC1=CC(=NC(=C1)Cl)Cl)CC(C)(C)C (2,6-Dichloropyridin-4-yl)methyl (S)-2-amino-4,4-dimethylpentanoate hydrochloride